[OH-].P([O-])(=O)(OP(=O)(O)OP(=O)(O)O)OC[C@@H]1[C@H]([C@H]([C@@H](O1)N1C=NC=2C(N)=NC=NC12)O)O.[Zn+2] Zinc Adenosine Triphosphate Hydroxide